(NE)-N-[(4-[4-[(tert-butyldiphenylsilyl)oxy]butyl]-2,5-dichlorophenyl)methylidene]-1-[4-(2-cyclopropoxyphenyl)pyridin-3-yl]cyclopropan-1-amine [Si](C1=CC=CC=C1)(C1=CC=CC=C1)(C(C)(C)C)OCCCCC1=CC(=C(C=C1Cl)\C=N\C1(CC1)C=1C=NC=CC1C1=C(C=CC=C1)OC1CC1)Cl